bicyclo[1.1.1]pent-1-yl-1H-imidazole-4-carboxylate C12(CC(C1)C2)OC(=O)C=2N=CNC2